1-benzyl-5-(1-(4-(chloromethoxy)phenyl)-1H-pyrazol-4-yl)piperidin-3-ol tert-butyl-((6-cyclopropylimidazo[1,2-a]pyridin-2-yl)methyl)(4-(methylsulfonyl)-3-nitrophenyl)carbamate C(C)(C)(C)C1=C(C=CC(=C1[N+](=O)[O-])S(=O)(=O)C)N(C(=O)OC1CN(CC(C1)C=1C=NN(C1)C1=CC=C(C=C1)OCCl)CC1=CC=CC=C1)CC=1N=C2N(C=C(C=C2)C2CC2)C1